(R)-3-(4-hydroxyphenyl)-3-(4-(trifluoromethoxy)phenyl)-7-(trifluoromethyl)indolin-2-one OC1=CC=C(C=C1)[C@@]1(C(NC2=C(C=CC=C12)C(F)(F)F)=O)C1=CC=C(C=C1)OC(F)(F)F